4-cyano-4-[(propylthiocarbonyl)sulfanyl]pentanoic acid C(#N)C(CCC(=O)O)(C)SC(=S)CCC